C(C)C(CCN)(CCN)C 3-ethyl-3-methylpentanylenediamine